COC=1C(=C(C(=CC1)C)N1C=C(C=2C=NC=3C=CC=NC3C21)C#N)C 1-(3-methoxy-2,6-dimethylphenyl)-1H-pyrrolo[3,2-c][1,5]naphthyridine-3-carbonitrile